2,4-dibenzyloxybenzaldehyde C(C1=CC=CC=C1)OC1=C(C=O)C=CC(=C1)OCC1=CC=CC=C1